2-(2-(dimethylamino)ethoxy)-3-methoxyaniline CN(CCOC1=C(N)C=CC=C1OC)C